N1C(=CC=2C=NC=CC21)CNC(CN2C(=NC=C(C2=O)N[C@H](C)C2=CC1=C(OC3=C1C=CC=C3)C=C2)C2=CC=C(C=C2)OCCCCCCCN=[N+]=[N-])=O (R)-N-((1H-pyrrolo[3,2-c]pyridine-2-yl)methyl)-2-(2-(4-((7-azidoheptyl)oxy)phenyl)-5-((1-(dibenzo[b,d]furan-2-yl)ethyl)amino)-6-oxopyrimidin-1(6H)-yl)acetamide